N-isonicotinyl-O-(cis-3-(2-(5,6,7,8-tetrahydro-1,8-naphthyridin-2-yl)ethyl)cyclobutyl)homoserine C(C1=CC=NC=C1)N[C@@H](CCO[C@@H]1C[C@@H](C1)CCC1=NC=2NCCCC2C=C1)C(=O)O